(R)-(1-(((tert-butyldiphenylsilyl)oxy)methyl)-2,2-difluorocyclopropyl)methanol [Si](C1=CC=CC=C1)(C1=CC=CC=C1)(C(C)(C)C)OC[C@]1(C(C1)(F)F)CO